N-(1-((3-(trifluoromethyl)phenyl)amino)-2,3-dihydro-1H-inden-5-yl)acrylamide FC(C=1C=C(C=CC1)NC1CCC2=CC(=CC=C12)NC(C=C)=O)(F)F